[Ag].[Zn].[Cd] cadmium-zinc-silver